Racemic-tert-butyl-trans-3-allyl-4-hydroxypyrrolidine-1-carboxylate C(C)(C)(C)OC(=O)N1C[C@H]([C@@H](C1)O)CC=C |r|